sodium 2-ethyl methacrylate C(C(=C)C)(=O)OCC.[Na]